CC1(OB(OC1(C)C)C=1C=C(OC=2C=NC=CC2)C=CC1)C 3-(3-(4,4,5,5-tetramethyl-1,3,2-dioxaborolan-2-yl)Phenoxy)pyridine